NC=1C(=NC(=CC1C1=CC(=C(C=C1)N1C(N(C=C1)C)=O)Cl)C)C1=CC(=CC=C1)N1CCN(CC1)C(C)(C)C 1-(4-(3-amino-2-(3-(4-(tert-butyl)piperazin-1-yl)phenyl)-6-methylpyridin-4-yl)-2-chlorophenyl)-3-methyl-1,3-dihydro-2H-imidazol-2-one